methyl 6-[5-[3-chloro-2-fluoro-5-(trifluoromethyl)phenyl]-5-(trifluoromethyl)-4H-isoxazol-3-yl]-4-methyl-pyridazine-3-carboxylate ClC=1C(=C(C=C(C1)C(F)(F)F)C1(CC(=NO1)C1=CC(=C(N=N1)C(=O)OC)C)C(F)(F)F)F